N-[2-(difluoromethoxy)pyrimidin-5-yl]-1-[4-fluoro-2-(2,2,2-trifluoroethoxy)phenyl]-2-oxo-1,2-dihydropyridine-3-carboxamide FC(OC1=NC=C(C=N1)NC(=O)C=1C(N(C=CC1)C1=C(C=C(C=C1)F)OCC(F)(F)F)=O)F